2-methyl-5-phenylpentanoate CC(C(=O)[O-])CCCC1=CC=CC=C1